(R)-tert-butyl 3-[6-(1-methylpyrazol-4-yl)pyrazolo[1,5-a]pyrazine-4-yl]oxypiperidine-1-carboxylate CN1N=CC(=C1)C=1N=C(C=2N(C1)N=CC2)O[C@H]2CN(CCC2)C(=O)OC(C)(C)C